NC([C@H](CC1=CC=C(C=C1)C=1C=C2N(C(CNC2=CC1)=O)C)NC(=O)[C@H]1OCCCN(C1)C(=O)OC(C)(C)C)=O tert-butyl (2S)-2-({(2S)-1-amino-3-[4-(4-methyl-3-oxo-1,2,3,4-tetrahydroquinoxalin-6-yl) phenyl]-1-oxopropan-2-yl} carbamoyl)-1,4-oxaazepane-4-carboxylate